2,5-bis(dimethylhexyl)-1,3,4-thiadiazole CC(CCCCC)(C=1SC(=NN1)C(CCCCC)(C)C)C